p-toluene-sulphonanilide CC1=CC=C(C=C1)S(=O)(=O)NC1=CC=CC=C1